(R,E)-2-((tert-Butyldimethylsilyl)oxy)-3-(octadecan-2-en-1-yloxy)propyl pivalate C(C(C)(C)C)(=O)OC[C@@H](COC\C=C\CCCCCCCCCCCCCCC)O[Si](C)(C)C(C)(C)C